BrC1=C2C(=C3C(=CC(N(C3=C1)C)=O)Cl)C(NC2C2=C(C=CC(=C2)F)Cl)=O 4-Bromo-9-chloro-3-(2-chloro-5-fluorophenyl)-6-methyl-2,3,6,7-tetrahydro-1H-pyrrolo[4,3-f]quinoline-1,7-dione